5-{[4-(morpholin-4-yl)phenyl]sulfonamido}-1,3-thiazole-4-carboxylic acid N1(CCOCC1)C1=CC=C(C=C1)S(=O)(=O)NC1=C(N=CS1)C(=O)O